4-((4-((tert-Butyldiphenylsilyl)oxy)benzyl)amino)-3-nitrobenzonitrile [Si](C1=CC=CC=C1)(C1=CC=CC=C1)(C(C)(C)C)OC1=CC=C(CNC2=C(C=C(C#N)C=C2)[N+](=O)[O-])C=C1